NC=1C(=C(C(=CC1)F)C=1N=CC=2N(C1F)C=NC2C(=O)NC)F 6-(3-amino-2,6-difluorophenyl)-5-fluoro-N-methylimidazo[1,5-a]pyrazine-1-carboxamide